Cl.C(C)C1=CC(=NN1C)C(=O)NC1=CC=C(C=C1)[C@H]1CNCCO1 5-ethyl-methyl-N-[4-[(2S)-morpholin-2-yl]phenyl]-1H-pyrazole-3-carboxamide, monohydrochloric acid salt